C(C)(C)(C)OC(=O)N1C(C2=CC=CC(=C2CC1)N(C(CN(C)C)=O)C)C(=O)O 2-(t-Butoxycarbonyl)-5-(2-(dimethylamino)-N-methylacetamido)-1,2,3,4-tetrahydroisoquinoline-1-carboxylic acid